CC=1C(=CSC1)/C=C/C(=O)OCC ethyl (E)-3-(4-methylthiophen-3-yl)acrylate